CS1C(=NC(=C1C)C)C(=O)O[C@](COCCCCCCCCCCCCCCCCCC)(COC(C1=CC=CC=C1)(C1=CC=CC=C1)C1=CC=CC=C1)C (R)-2-methyl-1-(octadecyloxy)-3-(trityloxy)propan-2-ol Methyl-4,5-dimethylthiazole-2-carboxylate